(1S,2S)-N-(7-chloro-6-(1-((3S,4S)-4-hydroxy-3-methyltetrahydrofuran-3-yl)piperidin-4-yl)isoquinolin-3-yl)-2-(pyridin-2-yl)cyclopropane-1-carboxamide ClC1=C(C=C2C=C(N=CC2=C1)NC(=O)[C@@H]1[C@H](C1)C1=NC=CC=C1)C1CCN(CC1)[C@]1(COC[C@H]1O)C